tert-butyl (1-((4-(6-(5-fluoropyridin-3-yl)pyrazin-2-yl)benzamido)methyl)cyclopropyl)carbamate FC=1C=C(C=NC1)C1=CN=CC(=N1)C1=CC=C(C(=O)NCC2(CC2)NC(OC(C)(C)C)=O)C=C1